C(OC1=CC=CC=C1)(OC(C(F)(F)F)C=1C=NC=C(C1)C1=CN=C(N=N1)N[C@H](C)C1=CC=C(C=C1)F)=S O-phenyl O-(2,2,2-trifluoro-1-(5-(3-(((R)-1-(4-fluorophenyl) ethyl)amino)-1,2,4-triazin-6-yl)pyridin-3-yl)ethyl) carbonothioate